CC(C(=C(C=O)C)C)(CC=CCCC=CCCC=CC)C Tetramethyl-2,6,10,14-hexadecatetraenal